N1CC(C1)CC(=O)NC1=CC(=C(C=C1)Cl)C 2-(azetidin-3-yl)-N-(4-chloro-3-methylphenyl)acetamide